3-(1-oxo-5-((4-(thieno[2,3-d]pyrimidin-4-yl)piperidin-1-yl)methyl)isoindolin-2-yl)piperidine-2,6-dione O=C1N(CC2=CC(=CC=C12)CN1CCC(CC1)C=1C2=C(N=CN1)SC=C2)C2C(NC(CC2)=O)=O